Ethyl (R,E)-3-(3-(4-chlorophenyl)allyl)-2-oxotetrahydro-2H-pyran-3-carboxylate ClC1=CC=C(C=C1)/C=C/C[C@@]1(C(OCCC1)=O)C(=O)OCC